(2S,4R)-4-(2-(4-((4-fluoro-3-methylphenyl)carbamoyl)-1,3,5-trimethyl-1H-pyrrol-2-yl)-2-oxoacetamido)pyrrolidine-2-carboxylic acid FC1=C(C=C(C=C1)NC(=O)C=1C(=C(N(C1C)C)C(C(=O)N[C@@H]1C[C@H](NC1)C(=O)O)=O)C)C